6-(3,4-dihydroxyphenyl)-4-hydroxyhexa-3,5-dien OC=1C=C(C=CC1O)C=CC(=CCC)O